CC(C(=O)O)=C(CC)C 2,3-dimethyl-3-ethylacrylic acid